(E)-2-(2-bromophenyl)-3-phenyl-N-(p-tolyl)acrylamide BrC1=C(C=CC=C1)/C(/C(=O)NC1=CC=C(C=C1)C)=C\C1=CC=CC=C1